3-((1S)-1-aminoethyl)-8-(2-(1-((2,4-dimethoxyphenyl)methyl)-5-oxopyrrolidin-3-yl)ethynyl)-2-phenylisoquinolin-1-one N[C@@H](C)C=1N(C(C2=C(C=CC=C2C1)C#CC1CN(C(C1)=O)CC1=C(C=C(C=C1)OC)OC)=O)C1=CC=CC=C1